5-(2-Fluorophenyl)-3,4-dihydro-2H-pyrrole FC1=C(C=CC=C1)C=1CCCN1